Cl.BrC1=CC2=CN(N=C2C=C1OC)[C@H]1[C@H](CNCC1)F 5-bromo-2-((3S,4R)-3-fluoropiperidin-4-yl)-6-methoxy-2H-indazole hydrochloride